FC1=CC=2C(C=C(OC2C=2NC(OC21)=O)C2CCN(CC2)C(=O)OC(C)(C)C)=O tert-butyl 4-(4-fluoro-2,6-dioxo-1,2-dihydro-6H-chromeno[8,7-d]oxazol-8-yl)piperidine-1-carboxylate